C(C)C1(CC(=CC(=C1)CC)CC)CC[Mg] 1,3,5-triethylphenylethylmagnesium